1,5-diazabicyclo(4.3.0)-non-5-ene N12CCCN=C2CCC1